N-(4-(decylamino)-4-oxobut-1-en-2-yl)-N,N-dimethyloctan-1-aminium chloride [Cl-].C(CCCCCCCCC)NC(CC(=C)[N+](CCCCCCCC)(C)C)=O